N-(6-(2H-1,2,3-triazol-2-yl)-5-(trifluoromethyl)pyridin-3-yl)-2'-amino-3-fluoro-[1,1'-biphenyl]-4-carboxamide N=1N(N=CC1)C1=C(C=C(C=N1)NC(=O)C1=C(C=C(C=C1)C1=C(C=CC=C1)N)F)C(F)(F)F